Cl.C1(=CC(=CC=C1)[C@H](C)N)C (S)-1-(m-tolyl)ethanamine hydrochloride